3-(Chloromethyl)-3-cyano-piperidine-1-carboxylic acid tert-butyl ester C(C)(C)(C)OC(=O)N1CC(CCC1)(C#N)CCl